6-chloro-7-fluoro-3-iodo-1H-indole ClC1=CC=C2C(=CNC2=C1F)I